ClC1=C(C(=NC=C1C(=O)N)OCCOC)F 4-chloro-5-fluoro-6-(2-methoxyethoxy)nicotinamide